FC1=C(C(=CC=C1)F)CC(C)=O 2,6-difluorophenyl-acetone